OC(C(C)(C)S(=O)(=O)C1(CC1)CN1C(C=2N(CC1)C(=C(C2)C)C(=O)N)=O)CO 2-((1-((3,4-dihydroxy-2-methylbutan-2-yl)sulfonyl)cyclopropyl)methyl)-7-methyl-1-oxo-1,2,3,4-tetrahydropyrrolo[1,2-a]pyrazine-6-carboxamide